2,8-dimethyl-6-(morpholine-4-carbonyl)-7h,8h-pyrido[2,3-d]Pyrimidin-7-one CC=1N=CC2=C(N1)N(C(C(=C2)C(=O)N2CCOCC2)=O)C